C1(CC1)C=1C=C2C3(CN(C(C2=CC1)=O)CC(=O)OC)C(C3)(F)F methyl 2-(6'-cyclopropyl-2,2-difluoro-1'-oxo-1'H-spiro[cyclopropane-1,4'-isoquinolin]-2'(3'H)-yl)acetate